ClC=1N=C(C2=C(N1)N=CC=C2)OCC=2C(=NC(=CC2)C=2N(C=C(N2)C(F)(F)F)C)F 2-chloro-4-[[2-fluoro-6-[1-methyl-4-(trifluoromethyl)imidazol-2-yl]-3-pyridyl]methoxy]pyrido[2,3-d]pyrimidine